CC1CNC(OCC2=CC=CC(C3=NNC=4C=CC(OC1)=CC34)=C2)=O 12-methyl-8,14-dioxa-10,19,20-triazatetracyclo[13.5.2.12,6.018,21]tricosa-1(20),2(23),3,5,15(22),16,18(21)-heptaen-9-one